IC1=CC=C(C=C1)CCC(=O)NC(C(=O)O)CC1=CC=C(C=C1)[N+](=O)[O-] 2-[(4-iodo)-phenylpropionamido]-3-(4-nitrophenyl)-propionic acid